BrC=1C=C(C=C2C=NN(C12)CC(C)(O)C)I 1-(7-bromo-5-iodo-indazol-1-yl)-2-methyl-propan-2-ol